C12OCCN(C2C1)C=1C2=C(N=C(N1)OC[C@]13[C@H](N(CCC1)C)CCC3)C(=C(N=C2)C2=CC(=CC3=CC=C(C(=C23)CC)F)O)F 4-(4-(2-oxa-5-azabicyclo[4.1.0]heptan-5-yl)-8-fluoro-2-(((4aS,7aR)-1-methyloctahydro-4aH-cyclopenta[b]pyridin-4a-yl)methoxy)pyrido[4,3-d]pyrimidin-7-yl)-5-ethyl-6-fluoronaphthalen-2-ol